N-((4,4-difluorocyclohexyl)methyl)-5-(8-fluoro-3-methylimidazo[1,2-a]pyridin-6-yl)-7H-pyrrolo[2,3-d]pyrimidin-2-amine FC1(CCC(CC1)CNC=1N=CC2=C(N1)NC=C2C=2C=C(C=1N(C2)C(=CN1)C)F)F